N-[(3-chlorophenyl)carbamoyl]-D-isovaline ClC=1C=C(C=CC1)NC(=O)N[C@](C)(CC)C(=O)O